N-(bicyclo[1.1.1]pentan-1-yl)-5-(piperazin-1-yl)picolinamide hydrochloride Cl.C12(CC(C1)C2)NC(C2=NC=C(C=C2)N2CCNCC2)=O